N1=CC(=CC=C1NC(=O)C1CN(CC1)C#N)C1=CC=NC=C1 N-([3,4'-bipyridyl]-6-yl)-1-cyanopyrrolidine-3-carboxamide